C(CCCCCCCCCCCCCCCCC)N1C(=C(C(C=C1)=O)OCC1=CC=C(C=C1)O)C(C)=O N-octadecyl-2-acetyl-3-(4-hydroxybenzyloxy)-pyridin-4-one